ClC(C(C)C)OC(N(C(C)C)CCNC(=O)OC(C)(C)C)=O N-[2-[[(1,1-dimethylethoxy)carbonyl]amino]ethyl]-N-(1-methylethyl)carbamic acid 1-chloro-2-methylpropyl ester